2-[4-[(E)-3-(4-Hydroxy-3-nitrophenyl)prop-2-enoyl]phenoxy]acetic acid OC1=C(C=C(C=C1)/C=C/C(=O)C1=CC=C(OCC(=O)O)C=C1)[N+](=O)[O-]